SC=1NC2=C(N1)C=CC(=C2)C(=O)O 2-mercapto-5-Carboxybenzimidazole